1-(methoxy)-2-methyl-2-propanol COCC(C)(O)C